(1-(naphthalen-1-yl)cyclopropyl)indoline-6-carboxamide C1(=CC=CC2=CC=CC=C12)C1(CC1)N1CCC2=CC=C(C=C12)C(=O)N